4-(3-Ethoxy-4-hydroxyphenyl)butan-2-on C(C)OC=1C=C(C=CC1O)CCC(C)=O